O1C(CCCC1)N1N=CC=C1C=1N=CC=C2C=CC=NC12 8-[2-(tetrahydropyran-2-yl)-2H-pyrazol-3-yl]-[1,7]Naphthyridine